(1-(tetrahydro-2H-pyran-2-yl)-1H-pyrazolo[4,3-b]pyridin-3-yl)isonicotinic acid O1C(CCCC1)N1N=C(C2=NC=CC=C21)C2=C(C(=O)O)C=CN=C2